tetrakis(2-(1-(8-pentyltridecyl)-1H-1,2,3-triazol-4-yl)ethyl) 3,3',3'',3'''-(butane-1,4-diylbis(azanetriyl))tetrapropionate C(CCCN(CCC(=O)OCCC=1N=NN(C1)CCCCCCCC(CCCCC)CCCCC)CCC(=O)OCCC=1N=NN(C1)CCCCCCCC(CCCCC)CCCCC)N(CCC(=O)OCCC=1N=NN(C1)CCCCCCCC(CCCCC)CCCCC)CCC(=O)OCCC=1N=NN(C1)CCCCCCCC(CCCCC)CCCCC